2-(6-((2-((3-methoxy-4-(4-(pyrrolidin-1-yl)piperidin-1-yl)phenyl)amino)-5-methylthieno[2,3-d]pyrimidin-4-yl)amino)pyridin-2-yl)propan-2-ol COC=1C=C(C=CC1N1CCC(CC1)N1CCCC1)NC=1N=C(C2=C(N1)SC=C2C)NC2=CC=CC(=N2)C(C)(C)O